(1R,3R)-3-((S)-2-(3,4-Difluorophenethyl)-6-(methoxycarbonyl)-7-methyl-6,7,8,9-tetrahydro-3H-imidazo[4,5-f]chinolin-3-yl)cyclohexan FC=1C=C(CCC=2N(C=3C(=C4CC[C@@H](N(C4=CC3)C(=O)OC)C)N2)C2CCCCC2)C=CC1F